tert-butyl N-(7-[[(2S)-1-[(2S,4R)-4-hydroxy-2-([[4-(4-methyl-1,3-thiazol-5-yl)phenyl] methyl] carbamoyl) pyrrolidin-1-yl]-3,3-dimethyl-1-oxobutan-2-yl]carbamoyl] heptyl)carbamate O[C@@H]1C[C@H](N(C1)C([C@H](C(C)(C)C)NC(=O)CCCCCCCNC(OC(C)(C)C)=O)=O)C(NCC1=CC=C(C=C1)C1=C(N=CS1)C)=O